1,2,3-triphenyl-1H-indole C1(=CC=CC=C1)N1C(=C(C2=CC=CC=C12)C1=CC=CC=C1)C1=CC=CC=C1